N-methoxy-3-(6-(methyl-(piperidin-4-yl)amino)-pyrido[3,4-d]pyrimidin-2-yl)bicyclo[1.1.1]-pentane-1-carboxamide CONC(=O)C12CC(C1)(C2)C=2N=CC1=C(N2)C=NC(=C1)N(C1CCNCC1)C